FC=1C(=CC=C2C(=NC(=NC12)OC[C@H]1N(CCC1)C)N1C[C@H]2CC[C@@H](C1)N2CC(=O)C2COCC2)C2=CC(=CC1=CC=CC=C21)O 2-((1R,5S)-3-(8-fluoro-7-(3-hydroxynaphthalen-1-yl)-2-(((S)-1-methylpyrrolidin-2-yl)methoxy)quinazolin-4-yl)-3,8-diazabicyclo[3.2.1]octan-8-yl)-1-(tetrahydrofuran-3-yl)ethan-1-one